(cyclobutylmethyl)magnesium C1(CCC1)C[Mg]